strontium lanthanum manganite [Mn](=O)([O-])[O-].[La+3].[Sr+2]